8-fluoro-2-((tetrahydro-1H-pyrrolizin-7a(5H)-yl)methoxy)pyrido[4,3-d]pyrimidine tris(2,2,2-trifluoroacetate) FC(C(=O)O)(F)F.FC(C(=O)O)(F)F.FC(C(=O)O)(F)F.FC1=CN=CC2=C1N=C(N=C2)OCC21CCCN1CCC2